ClC=1C=C(C=CC1C=1SC=C(C1)C1=CC(=NC=C1)C1CCOCC1)C(=O)N1CCC(CC1)O (3-chloro-4-(4-(2-(tetrahydro-2H-pyran-4-yl)pyridin-4-yl)thiophen-2-yl)phenyl)(4-hydroxypiperidin-1-yl)methanone